C(C)(C)(C)OC(CCCCCCCCCCCCCCCCC=O)=O 18-oxooctadecanoic acid tert-butyl ester